3-{2-[6-Chloro-2-methyl-1-(oxetan-3-yl)-1,3-benzodiazol-5-yl]ethynyl}-1-[(3S,5R)-5-(methoxymethyl)-1-(prop-2-enoyl)pyrrolidin-3-yl]-5-(methylamino)pyrazole-4-carboxamide ClC=1C(=CC2=C(N(C(=N2)C)C2COC2)C1)C#CC1=NN(C(=C1C(=O)N)NC)[C@@H]1CN([C@H](C1)COC)C(C=C)=O